Cl.NC(C(=O)NC=1N=NC(=CC1)C=1C(=NNC1C)C)=C(C1CCCCC1)C1CCCCC1 (2S)-2-amino-3,3-dicyclohexyl-N-[6-(3,5-dimethyl-1H-pyrazol-4-yl)pyridazin-3-yl]acrylamide hydrochloride